(2R,3R,4S,5R,6R)-3,4,5,6-tetrakis({3,4-dihydroxy-5-[(3,4,5-trihydroxyphenyl)carbonyloxy]phenyl}carbonyloxy)oxane OC=1C=C(C=C(C1O)OC(=O)C1=CC(=C(C(=C1)O)O)O)C(=O)O[C@@H]1CO[C@@H]([C@@H]([C@H]1OC(=O)C1=CC(=C(C(=C1)OC(=O)C1=CC(=C(C(=C1)O)O)O)O)O)OC(=O)C1=CC(=C(C(=C1)OC(=O)C1=CC(=C(C(=C1)O)O)O)O)O)OC(=O)C1=CC(=C(C(=C1)OC(=O)C1=CC(=C(C(=C1)O)O)O)O)O